N-(tert-butyl)-5-isobutyl-3-(4-((2-(3-methyloxetane-3-yl)-1H-imidazol-1-yl)methyl)phenyl)thiophene-2-sulfonamide C(C)(C)(C)NS(=O)(=O)C=1SC(=CC1C1=CC=C(C=C1)CN1C(=NC=C1)C1(COC1)C)CC(C)C